p-nitro-phenol [N+](=O)([O-])C1=CC=C(C=C1)O